(cyclopentadienyl)-dimethyl-acetylplatinum (IV) C1(C=CC=C1)[Pt](C(C)=O)(C)C